Bis(cyclopentadienyl)bis[2,6-difluoro-3-(trifluoroacetylamino)phenyl]titanium C1(C=CC=C1)[Ti](C1=C(C(=CC=C1F)NC(C(F)(F)F)=O)F)(C1=C(C(=CC=C1F)NC(C(F)(F)F)=O)F)C1C=CC=C1